methyl 8-((3R,5S)-4-(tert-butoxycarbonyl)-3,5-dimethylpiperazin-1-yl)pyrido[3,4-b]pyrazine-5-carboxylate C(C)(C)(C)OC(=O)N1[C@@H](CN(C[C@@H]1C)C1=CN=C(C2=NC=CN=C21)C(=O)OC)C